O1C(COCC1)COC1=CC(=C(C(=N1)CCC1=CC=C(OCCNC(OC(C)(C)C)=O)C=C1)C)O tert-Butyl (2-(4-(2-(6-((1,4-dioxan-2-yl)methoxy)-4-hydroxy-3-methylpyridin-2-yl)ethyl)phenoxy)-ethyl)carbamate